C12NCC(NC1)CC2 2,5-diazabicyclo[2.2.2]Octane